4-amino-N-methyl-N-(4-(trifluoromethyl)benzyl)-1,3-dihydrofuro[3,4-c]quinoline-8-carboxamide NC1=NC=2C=CC(=CC2C2=C1COC2)C(=O)N(CC2=CC=C(C=C2)C(F)(F)F)C